CC1(CCC2=C(C=CC(=C2O1)C3COC4=CC(=CC(=C4C3=O)O)O)O)C The molecule is a member of the class of 7-hydroxyisoflavones that consists of 2,3,3',4'-tetrahydro-2'H,4H-3,8'-bichromen-4-one substituted by hydroxy groups at positions 5, 5' and 7 and methyl groups at positions 2' and 2'. It has been isolated from Glycyrrhiza uralensis. It has a role as a plant metabolite.